(2-(cyclopropylamino)-4-(trifluoromethyl)oxazol-5-yl)methanone C1(CC1)NC=1OC(=C(N1)C(F)(F)F)C=O